C(C)(C)(C)C1=CC=C(CSC2=C(C=C(/C(=N/O)/N)C=C2)C2=NC3=C(N2C)C=CC(=C3)C(F)(F)F)C=C1 (Z)-4-((4-(tert-butyl)benzyl)thio)-N'-hydroxy-3-(1-methyl-5-(trifluoromethyl)-1H-benzo[d]imidazol-2-yl)benzamidine